N1=C(C=CC(=C1)OC1[C@@](CN)(C=CC=C1)C)C1=NC=CC=C1 R-2-(2,2'-bipyridyl-5-oxy)-1-methylbenzylamine